CC1=CC=C(C=C1)S(=O)(=O)N1C=CC=2C1=NC=C1C2N(C=N1)NCCN N2-(6-p-toluenesulfonyl-imidazo[4,5-d]pyrrolo[2,3-b]pyridine-1(6H)-yl)ethane-1,2-diamine